C(=O)(O)C=1C=C(C=CC1)B(O)O 3-carboxy-phenyl-boronic acid